BrC=1C=C(C(=O)N(C)C)C=C(C1N)[N+](=O)[O-] 3-bromo-4-amino-5-nitro-N,N-dimethylbenzamide